4,4a-Dihydro-4-oxo-1,10-Phenanthrolin O=C1C=CN=C2C3=NC=CC=C3C=CC12